[K+].CC1(C(=[N+](C=2C=CC3=C(C12)C=CC(=C3)S(=O)(=O)[O-])CCCS(=O)(=O)[O-])C)C 1,1,2-trimethyl-3-(3-sulfonatopropyl)-1H-benzo[e]indolium-7-sulfonate potassium salt